FC=1C=C(C=C(C1N1CCN(CC1)C)F)NC1=NC=CC(=N1)N1C=C(C2=CC=CC=C12)C(=O)N 1-{2-[3,5-difluoro-4-(4-methyl-piperazin-1-yl)-phenylamino]-pyrimidin-4-yl}-1H-indole-3-carboxamide